(4-{4-amino-7-[1-(2-hydroxyethyl)piperidin-4-yl]pyrrolo[2,1-f][1,2,4]triazin-5-yl}phenyl)-2-oxo-1-phenyl-1,2-dihydropyridine-3-carboxamide NC1=NC=NN2C1=C(C=C2C2CCN(CC2)CCO)C2=CC=C(C=C2)C2=C(C(N(C=C2)C2=CC=CC=C2)=O)C(=O)N